IC=1C=NN(C1C1=C(C2=CC=CC=C2C(=C1)C)C#N)C 2-(4-iodo-1-methyl-1H-pyrazol-5-yl)-4-methyl-1-naphthonitrile